CC1=C2CC=C(CC2C(CC1)C(C)C)C ω-Cadinene